C(C)(C)C1=NC(=NO1)C=1C=C2CC[C@H](C2=CC1)NC(OC)=O methyl (R)-(5-(5-isopropyl-1,2,4-oxadiazol-3-yl)-2,3-dihydro-1H-inden-1-yl)carbamate